N=1N=CC=C(CC1)C(=O)[O-] diazepine-5(6H)-carboxylate